(3S)-4-(4-tert-butylpiperidine-1-yl)-3-(9H-fluoren-9-ylmethoxycarbonylamino)-4-oxobutanoic acid C(C)(C)(C)C1CCN(CC1)C([C@H](CC(=O)O)NC(=O)OCC1C2=CC=CC=C2C=2C=CC=CC12)=O